CN(C(CC(=O)OCC=C)C(=O)N1CCOCC1)C(=O)OCC[Si](C)(C)C Allyl 3-(methyl ((2-(trimethylsilyl) ethoxy) carbonyl) amino)-4-morpholino-4-oxobutanoate